1-allyl-2-((1S)-1-((tetrahydro-2H-pyran-2-yl)oxy)ethyl)-1H-imidazole C(C=C)N1C(=NC=C1)[C@H](C)OC1OCCCC1